CN1N=C(C=C1)C1=C(C(=CC=C1)[N+](=O)[O-])OCC(F)(F)F 1-methyl-3-(3-nitro-2-(2,2,2-trifluoroethoxy)phenyl)-1H-pyrazole